D-glucurono-3,6-lactone C(=O)[C@@H]([C@@H]1[C@@H]([C@@H](C(=O)O1)O)O)O